CN1N=CC(=C1)C1=CC=C(C=N1)CC(=O)O 2-(6-(1-methyl-1H-pyrazol-4-yl)pyridin-3-yl)acetic acid